CC1OC(CN(C1)C1=CC(=C(C=C1)NC=1C=C2C(C(N(C2=CC1)C)=O)(C)C)C)C 5-((4-(2,6-dimethylmorpholino)-2-methylphenyl)amino)-1,3,3-trimethylindolin-2-one